ClCC1=CC=C(C=C1)NC([C@H](CCCNC(=O)N)NC([C@H](C(C)C)NC(OC(C)(C)C)=O)=O)=O tert-butyl ((S)-1-(((S)-1-((4-(chloromethyl)phenyl)amino)-1-oxo-5-ureidopentan-2-yl)amino)-3-methyl-1-oxobutan-2-yl)carbamate